isopropyl cis-3-(((chloromethyl)sulfonyl)amino)-2-((6-(prop-1-en-2-yl)pyridin-2-yl)methyl)piperidine-1-carboxylate ClCS(=O)(=O)N[C@@H]1[C@@H](N(CCC1)C(=O)OC(C)C)CC1=NC(=CC=C1)C(=C)C